NC(CCCCCCCCC(=O)O)CCCCCCCC 10-amino-stearic acid